N-(6-amino-5-methyl-3-pyridyl)-2-[2-(1,3-benzothiazol-5-yl)-5-methyl-1-piperidyl]-2-oxo-acetamide NC1=C(C=C(C=N1)NC(C(=O)N1C(CCC(C1)C)C=1C=CC2=C(N=CS2)C1)=O)C